C(C)C=1C(=CC=C2C=C(C=C(C12)C1=CC=C2C(=NC(=NC2=C1F)OC[C@]12CCCN2C[C@@H](C1)F)N1C[C@@]2(COC(O2)=O)CCC1)O)F (R)-7-(7-(8-Ethyl-7-fluoro-3-hydroxynaphthalen-1-yl)-8-fluoro-2-(((2R,7aS)-2-fluorotetrahydro-1H-pyrrolizin-7a(5H)-yl)methoxy)quinazolin-4-yl)-1,3-dioxa-7-azaspiro[4.5]decan-2-one